4-(4-methyl-4H-1,2,4-triazol-3-yl)-benzonitrile CN1C(=NN=C1)C1=CC=C(C#N)C=C1